6,7-dihydro-5H-cyclopenta[c]pyridine-1-carbonitrile C1(=NC=CC2=C1CCC2)C#N